tert-Butyl ((1-((3-((5-(difluoromethyl)-2-methoxyphenyl)sulfonamido)-4-methoxybenzo[d]isoxazol-6-yl)methyl)-1H-pyrazol-4-yl)methyl)carbamate FC(C=1C=CC(=C(C1)S(=O)(=O)NC1=NOC2=C1C(=CC(=C2)CN2N=CC(=C2)CNC(OC(C)(C)C)=O)OC)OC)F